C(C)(C)OC1=CC=C(C=N1)S(=O)(=O)N1CCC2(CCC(C2)N2CC3(COC3)C2)CC1 6-(8-((6-isopropoxypyridin-3-yl)sulfonyl)-8-azaspiro[4.5]decan-2-yl)-2-oxa-6-azaspiro[3.3]heptane